1-(2-oxo-2-phenylethyl)-1H-pyrrol-2-formaldehyde O=C(CN1C(=CC=C1)C=O)C1=CC=CC=C1